C1(=CC=CC=C1)N(C1=CC=CC=C1)C1=CC=C2C(=CC3=CC=CC4=CC=C1C2=C34)N(C3=CC=CC=C3)C3=CC=CC=C3 1,4-bis(N,N-diphenylamino)pyrene